C(C)C1=C(C(=O)O)C=C(C(=C1)CC)I 2,4-diethyl-5-iodobenzoic acid